C(C)(C)(C)C=1C=C(CCC(=O)OCCCCCCCCCCCCCCCCCC)C=C(C1O)C(C)(C)C n-octadecyl 3,5-di-tert-butyl-4-hydroxyhydrocinnamate